2-((tert-butyldimethylsilyl)oxy)ethanol tert-butyl-2-(chlorocarbonyl)-2,8-diazaspiro[4.5]decane-8-carboxylate C(C)(C)(C)C1N(CCC12CCN(CC2)C(=O)OCCO[Si](C)(C)C(C)(C)C)C(=O)Cl